CC1=NC2=C(C=CC=C2C(=C1)C)C(=O)[O-] 2,4-dimethyl-8-quinolate